N-(1-isopropyl-1H-pyrazol-4-yl)-4-(3-phenylisoxazolidin-2-yl)-5-(trifluoromethyl)pyrimidine-2-amine C(C)(C)N1N=CC(=C1)NC1=NC=C(C(=N1)N1OCCC1C1=CC=CC=C1)C(F)(F)F